ClC=1C=C(C=CC1F)NC1=NC=NC2=CC(=C(C=C12)NCC=1C=C2CN(C(C2=CC1F)=O)C1C(NC(CC1)=O)=O)OC 3-(5-(((4-((3-chloro-4-fluorophenyl)amino)-7-methoxyquinazolin-6-yl)amino)methyl)-6-fluoro-1-Oxoisoindolin-2-yl)piperidine-2,6-dione